1-((1S,4R)-4-((3S,5S,8R,9S,10S,13R,14S,17R)-3-ethyl-3-hydroxy-10,13-dimethylhexadecahydro-1H-cyclopenta[a]phenanthren-17-yl)-1-hydroxypentyl)cyclopropanecarbonitrile C(C)[C@@]1(CC[C@@]2([C@H]3CC[C@@]4([C@H](CC[C@H]4[C@@H]3CC[C@H]2C1)[C@@H](CC[C@H](O)C1(CC1)C#N)C)C)C)O